Cl.NC(C(=O)N1CCN(CC1)C(=O)NC1=NC(N(C=C1)C1=CC=C(C=C1)CN(CC)C12CCC(CC1)(C2)N)=O)(C)C 4-(2-Amino-2-methylpropanoyl)-N-(1-(4-(((4-aminobicyclo[2.2.1]heptan-1-yl)(ethyl)amino)methyl)phenyl)-2-oxo-1,2-dihydropyrimidin-4-yl)piperazine-1-carboxamide Hydrochloride Salt